O=C1N(CC2=C1C=NC=C2)C21CC3(CC(CC(C2)C3)C1)NC(=O)C1=NC(=NC=C1)C 2-Methyl-pyrimidine-4-carboxylic acid [3-(3-oxo-1,3-dihydro-pyrrolo[3,4-c]pyridin-2-yl)-adamantan-1-yl]-amide